C(C)(C)(C)OC(=O)N1C[C@H](CCC1)C1=NC(=NO1)C=1C=NC(=CC1)NC(C1=NC(=CC=C1)Br)=O.CC1=C2N=C(C(=NC2=CC=C1)C(F)(F)F)C(F)(F)F 5-methyl-2,3-bis(trifluoromethyl)quinoxaline tert-butyl-(S)-3-(3-(6-(6-bromopicolinamido)pyridin-3-yl)-1,2,4-oxadiazol-5-yl)piperidine-1-carboxylate